C(C)(=O)N1[C@@H](C[C@H](C1)O[Si](C)(C)C(C)(C)C)C(=O)N(C)[C@H](C(F)(F)F)C1=NC=C(C=C1)N[C@@H]1C(C2=CC=CC=C2C1)(C)C (2S,4R)-1-Acetyl-4-((tert-butyldimethylsilyl)oxy)-N-((S)-1-(5-(((S)-1,1-dimethyl-2,3-dihydro-1H-inden-2-yl)amino)pyridin-2-yl)-2,2,2-trifluoroethyl)-N-methylpyrrolidine-2-carboxamide